ClC1=C(C(=CC=C1)Cl)[C@@H](C)N1N=CC(=C1)NC(=O)C1=NOC(=C1)C=1OC=CC1 (R)-N-(1-(1-(2,6-dichlorophenyl)ethyl)-1H-pyrazol-4-yl)-5-(furan-2-yl)isoxazole-3-carboxamide